C(C)(=O)NC1=CC=C(C=N1)CC(C(=O)O)N 3-(6-acetamidopyridin-3-yl)-2-aminopropanoic acid